C(C)(C)(C)OC(=O)NC1(C2CCCOC2C1(C)C)C(=O)N[C@@H](C)C1=CC=C(C(=O)OC)C=C1 Methyl 4-[(1S)-1-[[7-(tert-butoxycarbonylamino)-8,8-dimethyl-2-oxabicyclo[4.2.0]octane-7-carbonyl]amino]ethyl]benzoate